OCCOC1=C(C2=CC=CC=C2C=C1)C1=C(C=CC2=CC=CC=C12)OCCOC1=C(C2=CC=C(C=C2C=C1)C#N)C1=C(C=CC2=CC(=CC=C12)C#N)OCCOC1=C(C2=CC=CC=C2C=C1)C1=C(C=CC2=CC=CC=C12)OCCO 2,2'-bis(2-{[2'-(2-hydroxyethoxy)[1,1'-binaphthalen]-2-yl]oxy}ethoxy)[1,1'-binaphthalene]-6,6'-dicarbonitrile